2-[8-[rel-(3aR,7aS)-6-methyl-3,3a,4,5,7,7a-hexahydro-2H-pyrrolo[2,3-c]pyridin-1-yl]imidazo[1,2-d][1,2,4]triazin-5-yl]5-(trifluoromethyl)phenol CN1C[C@@H]2[C@H](CC1)CCN2C=2C=1N(C(=NN2)C2=C(C=C(C=C2)C(F)(F)F)O)C=CN1 |o1:3,4|